3-(5-((4-(((1R,2s,3S,5r)-adamantan-2-ylamino)methyl)benzyl)amino)-2-methyl-4-oxoquinazolin-3(4H)-yl)piperidine-2,6-dione C12C(C3CC(CC(C1)C3)C2)NCC2=CC=C(CNC3=C1C(N(C(=NC1=CC=C3)C)C3C(NC(CC3)=O)=O)=O)C=C2